N-(4-AMINO-3,4-DIOXO-1-PHENYLBUTAN-2-YL)-3-CYCLOPROPYL-1-METHYL-1H-PYRAZOLE-4-CARBOXAMIDE NC(C(C(CC1=CC=CC=C1)NC(=O)C=1C(=NN(C1)C)C1CC1)=O)=O